C12OCC(CC1)(CC2)CO[C@@H]([C@@H](C(=O)NC)NC(=O)[C@@H]2CN(CC21CN(C1)C(=O)OC(C)(C)C)C(=O)C1=CN=CS1)C tertbutyl (S)-8-(((2S,3R)-3-((2-oxabicyclo[2.2.2]octan-4-yl)methoxy)-1-(methylamino)-1-oxobutan-2-yl)carbamoyl)-6-(thiazole-5-carbonyl)-2,6-diazaspiro[3.4]octane-2-carboxylate